(2,3,5,6-tetrafluorophenyl) 3-[2-[2-[2-[2-[2-[2-[2-[2-[2-(3-tert-butoxy-3-oxo-propoxy)ethoxy]ethoxy]ethoxy]ethoxy]ethoxy]ethoxy]ethoxy]ethoxy]ethoxy]propanoate C(C)(C)(C)OC(CCOCCOCCOCCOCCOCCOCCOCCOCCOCCOCCC(=O)OC1=C(C(=CC(=C1F)F)F)F)=O